C(C)(C)(C)N=P(N1CCCC1)(N1CCCC1)N1CCCC1 (t-butylimino)tris-(pyrrolidinyl)phosphine